FC=1C(=C(C=C(C1)N1CCOCC1)[C@@H](C(=O)O)N1C[C@@H](CC1)OCCCCCC1=NC=2NCCCC2C(=C1)OC)OC (S)-2-(3-fluoro-2-methoxy-5-morpholinophenyl)-2-((R)-3-((5-(4-methoxy-5,6,7,8-tetrahydro-1,8-naphthyridin-2-yl)pentyl)oxy)pyrrolidin-1-yl)acetic acid